7-chloro-N-(5-methyl-4-(4-(methylsulfonyl)thiophen-2-yl)pyrimidin-2-yl)-1,2,3,4-tetrahydroisoquinolin-6-amine ClC1=C(C=C2CCNCC2=C1)NC1=NC=C(C(=N1)C=1SC=C(C1)S(=O)(=O)C)C